C(C=C)(=O)N1C[C@@H](N(CC1)C=1C2=C(N(C(N1)=O)C=1C(=NC=CC1C)C(C)C)N=C(C(=C2)C2CC2)C2=C(C=CC(=C2)OC)F)C (S)-4-(4-Acryloyl-2-methylpiperazin-1-yl)-6-cyclopropyl-7-(2-fluoro-5-methoxyphenyl)-1-(2-Isopropyl-4-methylpyridin-3-yl)pyrido[2,3-d]pyrimidin-2(1H)-one